C([2H])([2H])([2H])N(C\C=C/1\C(N(CC1)C(=O)OC(C)(C)C)=O)C([2H])([2H])[2H] tert-butyl (E)-3-(2-(bis(methyl-d3)amino)ethylidene)-2-oxopyrrolidine-1-carboxylate